iron-potassium ferricyanide [Fe-3](C#N)(C#N)(C#N)(C#N)(C#N)C#N.[K+].[Fe+2]